FC(C(=O)[O-])(F)F.C(C1=CC=CC=C1)(=O)O[C@H]1[C@@H](O[C@@H]([C@H]([C@@H]1OC(C1=CC=CC=C1)=O)OC(C1=CC=CC=C1)=O)COC(C1=CC=CC=C1)=O)[NH+](C)OCCC 2,3,4,6-tetra-O-benzoyl-beta-D-glucopyranosyl-N-methylpropyloxyammonium trifluoroacetate